ClC=1OC2=C(C1)CCC(C2NC2=C(C(C2=O)=O)NC2=C(C(=NC=C2)C(=O)N(C)C)O)(C)C 4-((2-((2-chloro-6,6-dimethyl-4,5,6,7-tetrahydrobenzofuran-7-yl)amino)-3,4-dioxocyclobut-1-en-1-yl)amino)-3-hydroxy-N,N-dimethylpicolinamide